C(=O)=C(CC(=O)OC)CC1=C(C=C(C(=C1)F)F)F methyl 3-carbonyl-4-(2,4,5-trifluorophenyl)-butyrate